C(N)(=O)C=1N=C(OC1)COC1=CC=C(C=C1)C(C)(C)C1=CC=C(OCCCNC(OC(C)(C)C)=O)C=C1 tert-butyl (3-(4-(2-(4-((4-carbamoyl oxazol-2-yl)methoxy) phenyl)propan-2-yl)phenoxy)propyl)carbamate